C1(CCCC1)C1=NN(C=C1)C(C)C1=NC(=NO1)C1CN(CC12CN(C2)C(=O)[C@@H]2C(C2)(C)C)C(=O)C2=CN=CS2 (8-(5-(1-(3-cyclopentyl-1H-pyrazol-1-yl)ethyl)-1,2,4-oxadiazol-3-yl)-2-((S)-2,2-dimethylcyclopropane-1-carbonyl)-2,6-diazaspiro[3.4]octan-6-yl)(thiazol-5-yl)methanone